(S)-Benzyl (3-hydroxy-1-oxo-1-((2,3,4-tris(benzyloxy)phenethyl) amino) propan-2-yl)carbamate OC[C@@H](C(NCCC1=C(C(=C(C=C1)OCC1=CC=CC=C1)OCC1=CC=CC=C1)OCC1=CC=CC=C1)=O)NC(OCC1=CC=CC=C1)=O